[NH4+].[NH4+].C=C ethylene di-ammonium